N-tert-butyl-(1S,2S,5R)-2-isopropyl-5-methylcyclohexanecarboxamide C(C)(C)(C)NC(=O)[C@@H]1[C@@H](CC[C@H](C1)C)C(C)C